1,1,1-trifluoro-3-{[(4-methoxyphenyl)methyl]amino}propan-2-ol FC(C(CNCC1=CC=C(C=C1)OC)O)(F)F